C1(CCCCCCCCCCCCC1)C(=O)OCCCCCC(CCCCCOC(=O)C1CCCCCCCCCCCCC1)=O 6-Oxoundecane-1,11-diyl dicyclotetradecanecarboxylate